6-(cyanomethyl)quinoline-4-carboxylic acid methyl ester COC(=O)C1=CC=NC2=CC=C(C=C12)CC#N